4-bromo-6,7-difluoroisoquinolin-1(2H)-one BrC1=CNC(C2=CC(=C(C=C12)F)F)=O